CC(C)C1=C(C(=C(C=C1)OO)OO)C(C)C diisopropylbenzene dihydroperoxide